trans-4-Octen CCC\C=C\CCC